C(C)(=O)N1CC=C(CC1)B(O)O 1-acetyl-5,6-dihydro-2H-pyridine-4-boronic acid